C(C1=CC=CC=C1)N(C1CC2=C(N(N=C2CC1)C1=CC=NN1C)O)C 5-(benzyl-(methyl)amino)-2-(1-methyl-1H-pyrazol-5-yl)-4,5,6,7-tetrahydro-2H-indazol-3-ol